FC(OC=1C=C(C=CC1F)C=1C=C(C(=NC1)F)CN1C(OCCC1)=O)F 3-((5-(3-(Difluoromethoxy)-4-fluorophenyl)-2-fluoropyridin-3-yl)methyl)-1,3-oxazinan-2-one